4-(((trans)-4-(4-(3-(2-methoxybutyl)-1H-pyrazol-5-yl)phenyl)cyclohexyl)oxy)-1H-1,2,3-triazole-5-carboxylic acid COC(CC1=NNC(=C1)C1=CC=C(C=C1)[C@@H]1CC[C@H](CC1)OC=1N=NNC1C(=O)O)CC